Bis(dimethylvinylsilyl)amine CC(=C[SiH2]N[SiH2]C=C(C)C)C